[C@H]12COC[C@@H]2C1NC(=O)C=1C=C(C2=C([C@@H](CO2)C2CCOCC2)C1)C(=O)NC |o1:14| (S*)-N5-((1R,5S,6r)-3-oxabicyclo[3.1.0]hexan-6-yl)-N7-methyl-3-(tetrahydro-2H-pyran-4-yl)-2,3-dihydrobenzofuran-5,7-dicarboxamide